C(CCCCCCCCC)(=O)O[C@@H]1[C@@](O[C@H](C1)N1C2=NC(=NC(=C2N=C1)N)F)(C#C)COP(=O)(OC1=CC=CC=C1)N[C@H](C(=O)OCCCCCCCCCC)CC1=CC=CC=C1 (2R,3S,5R)-5-(6-Amino-2-fluoro-9H-purin-9-yl)-2-((((((S)-1-(decyloxy)-1-oxo-3-phenylpropan-2-yl)amino)(phenoxy)phosphoryl)oxy) methyl)-2-ethynyltetrahydrofuran-3-yl decanoate